Bis-propyl-trimethoxysilan C(CC)C(O[SiH](OC)OC)CCC